O1[C@H](COCC1)COC1=NC(N2C(C3=CC=C(C=C3CC2)C2=C(C#N)C=CC=C2)=C1)=O 2-[2-((R)-1-[1,4]Dioxan-2-ylmethoxy)-4-oxo-6,7-dihydro-4H-pyrimido[6,1-a]isoquinolin-9-yl]-benzonitrile